(-)-(2R)-2-amino-3-(3-(2-ethylcyclohexyl)-5-fluorobenzamido)propanoic acid N[C@@H](C(=O)O)CNC(C1=CC(=CC(=C1)F)C1C(CCCC1)CC)=O